ClC1=NC(=NC(=C1)Cl)S(=O)(=O)C 4,6-dichloro-2-methanesulfonylpyrimidine